7-(dibromomethyl)-6-fluoro-2-methylbenzo[d]isothiazol BrC(C1=C(C=CC=2CN(SC21)C)F)Br